(1S,3S)-3-(4-(5-(((isopentyl-(methyl)carbamoyl)oxy)methyl)-1-methyl-1H-pyrazol-4-yl)phenoxy)cyclohexane-1-carboxylic acid C(CC(C)C)N(C(=O)OCC1=C(C=NN1C)C1=CC=C(O[C@@H]2C[C@H](CCC2)C(=O)O)C=C1)C